N-(2-{[6-(2-fluorophenoxy)-8-methyl-7-oxo-7,8-dihydropyrido[2,3-d]pyrimidin-2-yl]amino}ethyl)acetamide FC1=C(OC2=CC3=C(N=C(N=C3)NCCNC(C)=O)N(C2=O)C)C=CC=C1